(S)-N-(3-chloro-4-cyanophenyl)-3-(5-fluoro-1H-indazol-1-yl)-2-hydroxy-2-methylpropanamide ClC=1C=C(C=CC1C#N)NC([C@@](CN1N=CC2=CC(=CC=C12)F)(C)O)=O